CCCCCCC(=O)O 7-heptanoic acid